methyl 3-chloro-5-[[5-[2-(2-hydroxyethoxy)phenyl]-2-(trifluoromethyl)phenyl]sulfamoyl]-4-methoxy-benzoate ClC=1C=C(C(=O)OC)C=C(C1OC)S(NC1=C(C=CC(=C1)C1=C(C=CC=C1)OCCO)C(F)(F)F)(=O)=O